2-(6-chloro-4-ethoxy-2H-pyrazolo[4,3-c]pyridin-2-yl)ethan-1-ol tert-Butyl-(S)-(1-cyano-4-methylpentan-2-yl)carbamate C(C)(C)(C)N(C(=O)OCCN1N=C2C(C(=NC(=C2)Cl)OCC)=C1)[C@H](CC#N)CC(C)C